2-benzyl-2-(((2r,3r,4r,5r)-3,4-diacetoxy-5-(2-chloro-6-(hydroxyamino)-9H-purin-9-yl)-3-ethynyl-tetrahydrofuran-2-yl)methoxy)-malonic acid diethyl ester C(C)OC(C(C(=O)OCC)(OC[C@H]1O[C@H]([C@@H]([C@]1(C#C)OC(C)=O)OC(C)=O)N1C2=NC(=NC(=C2N=C1)NO)Cl)CC1=CC=CC=C1)=O